5-chloro-2-methoxy-N-(4-phenethylphenyl)benzamide ClC=1C=CC(=C(C(=O)NC2=CC=C(C=C2)CCC2=CC=CC=C2)C1)OC